4-Amino-5-hydroxynaphthalene-2,7-disulfonic acid NC1=CC(=CC2=CC(=CC(=C12)O)S(=O)(=O)O)S(=O)(=O)O